4-(aminomethyl)-6-(1-methyl-1H-pyrazol-4-yl)isoquinolin NCC1=CN=CC2=CC=C(C=C12)C=1C=NN(C1)C